OCC1CCC(CC1)OC1CCN(CC1)C(=O)OC(C)(C)C Tert-butyl 4-(((1r,4r)-4-(hydroxymethyl)cyclohexyl)oxy)piperidine-1-carboxylate